(S)-6-(4-(4-acryloyl-1-(methylsulfonyl)piperazin-2-yl)-6-chloro-5-methylpyridin-2-yl)-N-methylpyrimidine C(C=C)(=O)N1C[C@@H](N(CC1)S(=O)(=O)C)C1=CC(=NC(=C1C)Cl)C1=CC=NCN1C